N-(5-(4-(4-propenylpiperazin-1-yl)-2-aminoquinazolin-6-yl)-2-methoxypyridin-3-yl)-2,4-difluorobenzenesulfonamide C(=CC)N1CCN(CC1)C1=NC(=NC2=CC=C(C=C12)C=1C=C(C(=NC1)OC)NS(=O)(=O)C1=C(C=C(C=C1)F)F)N